2-[4-(benzyloxy)-3-methoxyphenyl]-N-(6-bromopyridin-2-yl)acetamide C(C1=CC=CC=C1)OC1=C(C=C(C=C1)CC(=O)NC1=NC(=CC=C1)Br)OC